C(C)(C)(C)OC(=O)C=1NN2C(=CN=CCC2)C1 Pyrazolo[1,5-a][1,4]Diazepine-2(7H)-carboxylic acid tert-butyl ester